2-chloro-8-methyl-8-(trifluoromethyl)-7,8-dihydro-6H-pyrazolo[1,5-a]pyrrolo[2,3-e]pyrimidine-6-carboxylic acid tert-butyl ester C(C)(C)(C)OC(=O)N1CC(C2=C1C=NC=1N2N=C(C1)Cl)(C(F)(F)F)C